C12C(CC(C(C1)CN=C=O)C2)CN=C=O Norbornane-2,5-diylbis(methylene)diisocyanat